ClC1=C(C=CC(=N1)C=C1CC2(CNC2)C1)C(F)(F)F 6-((6-chloro-5-(trifluoromethyl)pyridin-2-yl)methylene)-2-azaspiro[3.3]Heptane